6-(pyrimidin-5-yl)quinoline-4-carboxylic acid N1=CN=CC(=C1)C=1C=C2C(=CC=NC2=CC1)C(=O)O